NC1CCC(CC1)N(C1=CC=C(N=N1)C=1N(C(C=2C(N1)=CNN2)=O)O)C 5-(6-(((1r,4r)-4-aminocyclohexyl)-(methyl)amino)-pyridazin-3-yl)-6-hydroxy-2,6-dihydro-7H-pyrazolo[4,3-d]-pyrimidin-7-one